ClC1=CC2=C(NC(=N2)NC=2C=C(C(=O)NO)C=CC2)C=C1[N+](=O)[O-] 3-((5-chloro-6-nitro-1H-benzo[d]imidazol-2-yl)amino)-N-hydroxybenzamide